N1=NC(=NC=C1)C=1C=C(C=CC1C(F)(F)F)C1C2(N(C(CC1C)C2)C(=O)N)C(C)OC (3-(1,2,4-triazin-3-yl)-4-(trifluoromethyl)phenyl)-1-(1-methoxyethyl)-3-methyl-6-azabicyclo[3.1.1]heptane-6-carboxamide